OC=1NC2=CC=CC=C2C1 monohydroxyl-indole